2-(difluoromethoxy)-4-(7-fluoroimidazo[1,2-a]pyridine-3-yl)-6-methyl-N-(2,2,2-trifluoroethyl)benzamide FC(OC1=C(C(=O)NCC(F)(F)F)C(=CC(=C1)C1=CN=C2N1C=CC(=C2)F)C)F